FC1=C(N=CC2=C1N=C(N=C2N2CCC1(CCC(O1)=O)CC2)OC[C@]21CCCN1C[C@@H](C2)F)C2=CC(=CC1=CC=CC=C21)O 8-(8-fluoro-2-(((2R,7aS)-2-fluorohexahydro-1H-pyrrolizin-7a-yl)methoxy)-7-(3-hydroxynaphthalen-1-yl)pyrido[4,3-d]pyrimidin-4-yl)-1-oxa-8-azaspiro[4.5]decan-2-one